COC1=NC=CC=C1C=1C=NN2C1N=CC(=C2)CN2CCCC2 3-(2-Methoxypyridin-3-yl)-6-(pyrrolidin-1-ylmethyl)pyrazolo[1,5-a]pyrimidine